CC1(CC[C@H](CN1)NC=1C(N(C(=NN1)C1=C(C=C(C=C1)C(F)(F)F)O)C)=O)C 6-[[(3R)-6,6-Dimeth-yl-3-piperidyl]amino]-3-[2-hydroxy-4-(trifluoromethyl)-phenyl]-4-methyl-1,2,4-triazin-5-one